2-[6-(2,4-difluorobenzyl)-2-azaspiro[3.3]heptane-2-carbonyl]-7-oxa-2,5-diazaspiro[3.4]octan-6-one FC1=C(CC2CC3(CN(C3)C(=O)N3CC4(C3)NC(OC4)=O)C2)C=CC(=C1)F